4-(((4aR,13bS)-10,11-dichloro-8-oxo-2,3,5,6,8,13b-hexahydro-1H-[1,6]naphthyridino[5,6-b]quinazolin-4(4aH)-yl)methyl)benzonitrile ClC=1C=C2C(N3C(=NC2=CC1Cl)[C@H]1CCCN([C@@H]1CC3)CC3=CC=C(C#N)C=C3)=O